OC(CC1=CC=C(C=C1)C(=C)C)(C)C 2-hydroxy-2-methyl-1-(4-isopropenylphenyl)propane